para-methyl-2-monofluoroPhenylalanine CC1=CC(=C(C[C@H](N)C(=O)O)C=C1)F